N-[2-(6-chloro-2-pyridyl)-2-(1-methylpyrazol-4-yl)propyl]-5-cyclopropyl-isoxazole-3-carboxamide ClC1=CC=CC(=N1)C(CNC(=O)C1=NOC(=C1)C1CC1)(C)C=1C=NN(C1)C